C(C)N(C(C1=C(C=CC(=C1)F)OC1=C(N=CN=N1)N1CC2(CN(C2)C(CCNC(C)C)C(C)C)CC1)=O)C(C)C N-ethyl-5-fluoro-N-isopropyl-2-((5-(2-(1-(isopropylamino)-4-methylpentan-3-yl)-2,6-diazaspiro[3.4]octan-6-yl)-1,2,4-triazin-6-yl)oxy)benzamide